bis-(3-trimethoxysilylpropyl) tetrasulfide CO[Si](CCCSSSSCCC[Si](OC)(OC)OC)(OC)OC